S1C=NC2=C1C=CC(=C2)CCNC2=CC(=NC=N2)C2=CC(=CS2)OCC 5-[6-(2-Benzothiazol-5-yl-ethylamino)-pyrimidin-4-yl]-3-ethoxy-thiophene